(R)-(-)-mandelic acid methyl ester COC(=O)[C@@H](C1=CC=CC=C1)O